O1COC2=C1C=CC(=C2)CC 2-(benzo[d][1,3]dioxol-5-yl)ethan